2-amino-5-chloro-1-(3-methoxy-2,6-dimethyl-phenyl)pyrrolo[2,3-b]pyridine-3-carboxamide NC1=C(C=2C(=NC=C(C2)Cl)N1C1=C(C(=CC=C1C)OC)C)C(=O)N